ClC1=CC(=C2C=NNC2=C1)C=1N=CN(C(C1)=O)[C@H]1CCC[C@H](CNC2CNN(C2C2CCNC1C2)C(F)F)C (9R,13S)-13-[4-(6-chloro-1H-indazol-4-yl)-6-oxo-1,6-dihydropyrimidin-1-yl]-3-(difluoromethyl)-9-methyl-3,4,7,15-tetraazatricyclo[12.3.1.02,6]Octadecan